C(N)(=N)N1CCC(=CC1)C1=C(C=C(C(=O)NC2=CC(=C(C=C2)C=2CCN(CC2)C(N)=N)F)C=C1)C 4-(1-carbamimidoyl-1,2,3,6-tetrahydro-pyridin-4-yl)-N-[4-(1-carbamimidoyl-1,2,3,6-tetrahydro-pyridin-4-yl)-3-fluoro-phenyl]-3-methyl-benzamide